CN1CCC12CN(C2)C2=CC=C(C=C2)N2C=NC(=C2)NC=2N=CC(=NC2)C#N 5-((1-(4-(1-Methyl-1,6-diazaspiro[3.3]heptan-6-yl)phenyl)-1H-imidazol-4-yl)amino)pyrazine-2-carbonitrile